O(S(=O)(=O)C(F)(F)F)C1=CC(N(C2=CC=C(N=C12)C#N)CC1=CC=C(C=C1)OC)=O 6-cyano-1-(4-methoxybenzyl)-2-oxo-1,2-dihydro-1,5-naphthyridin-4-yl triflate